C(C1=CC=CC=C1)OC=1N(C2=NC=NC(=C2N1)N(C)C)[C@H]1C[C@@H]([C@H](O1)CO)O (2r,3s,5r)-5-(8-(benzyloxy)-6-(dimethylamino)-9H-purin-9-yl)-2-(hydroxymethyl)tetrahydrofuran-3-ol